C(C)(C)(C)C1=C(C=CC(=C1)C(C)(C)C)P(O)(O)(C1=C(C=C(C=C1)C(C)(C)C)C(C)(C)C)OCC(CO)(CO)CO Pentaerythritol bis(2,4-di-tert-butylphenyl)phosphite